(2R,3R)-1-((R)-tert-butylsulfinyl)-3-cyclopropylaziridine-2-carboxylic acid C(C)(C)(C)[S@@](=O)N1[C@H]([C@H]1C1CC1)C(=O)O